tert-butyl 3-[2-(2-{[(2,5-dioxo-2,5-dihydro-1H-pyrrol-1-yl)acetyl]amino}-ethoxy)ethoxy]propanoate O=C1N(C(C=C1)=O)CC(=O)NCCOCCOCCC(=O)OC(C)(C)C